C(C1=CC=CC=C1)N([S@](=O)C(C)(C)C)[C@@H](COCC1=CC=CC=C1)[C@H]1OC=CCC1 (R)-N-benzyl-N-[(1S)-2-benzyloxy-1-[(2S)-3,4-dihydro-2H-pyran-2-yl]ethyl]-2-methyl-propane-2-sulfinamide